2-(3',5'-di-t-butyl-2'-hydroxyPhenyl)-5-chlorobenzotriazole C(C)(C)(C)C=1C(=C(C=C(C1)C(C)(C)C)N1N=C2C(=N1)C=CC(=C2)Cl)O